[C@@H]12N(CCN[C@@H]2CC1)C(=O)OC(C)(C)C trans-tert-butyl 2,5-diazabicyclo[4.2.0]octane-2-carboxylate